C1(CC1)C1=CN=C(N1)C1=CC=CC(=N1)NCCNC(=O)C1CN(CC1)C(=O)OC(C)(C)C tert-Butyl 3-[(2-{[6-(5-cyclopropyl-1H-imidazol-2-yl)pyridin-2-yl]amino}ethyl)carbamoyl]pyrrolidine-1-carboxylate